FC1=C(C(=CC=C1)F)/C=C/[C@@H]([C@H](C(=O)OCC)O)O ethyl (2R,3S,E)-5-(2,6-difluorophenyl)-2,3-dihydroxypent-4-enoate